N1=NC=C(C=C1)CC(=O)O PYRIDAZIN-4-YLACETIC ACID